FC1=NC(=CC=C1OC1C[C@@H]2[C@@H](CN(C2)CC(=O)C2=NC=C(C=C2)O)C1)C 2-((3aR,5s,6aS)-5-((2-fluoro-6-methylpyridin-3-yl)oxy)hexahydrocyclopenta[c]pyrrol-2(1H)-yl)-1-(5-hydroxypyridin-2-yl)ethanone